3-(1-Oxo-5-(((S)-pyrrolidin-3-yl)methyl)isoindolin-2-yl)piperidine-2,6-dione hydrochloride Cl.O=C1N(CC2=CC(=CC=C12)C[C@@H]1CNCC1)C1C(NC(CC1)=O)=O